4-[(2R)-3-(3,4-dihydro-1H-isoquinolin-2-yl)-2-hydroxypropyl]-8-[[1-[(3-methyloxetan-3-yl)methyl]-4-piperidyl]oxy]-2,3-dihydro-1,4-benzoxazepin-5-one C1N(CCC2=CC=CC=C12)C[C@H](CN1CCOC2=C(C1=O)C=CC(=C2)OC2CCN(CC2)CC2(COC2)C)O